tert-butyl (3R,4R)-4-[[3-(2,6-dibenzyloxy-3-pyridyl)-1-methyl-indazol-6-yl]-methyl-amino]-3-methyl-piperidine-1-carboxylate C(C1=CC=CC=C1)OC1=NC(=CC=C1C1=NN(C2=CC(=CC=C12)N([C@H]1[C@@H](CN(CC1)C(=O)OC(C)(C)C)C)C)C)OCC1=CC=CC=C1